3-ethoxy-1,3,5-trimethyl-8-[[(1R)-1-[3-(1,1-difluoro-2-hydroxy-ethyl)-2-fluoro-phenyl]ethyl]amino]pyrrolo[2,3-g]phthalazin-2-one C(C)OC1(C(N(C2=CC=3C(=NN=C(C3C=C21)C)N[C@H](C)C2=C(C(=CC=C2)C(CO)(F)F)F)C)=O)C